4-isothiocyanato-1-butene N(=C=S)CCC=C